1-{3-[(3-Acetylphenyl)diazenyl]phenyl}-3-[4-chloro-3-(trifluoromethyl)phenyl]urea C(C)(=O)C=1C=C(C=CC1)N=NC=1C=C(C=CC1)NC(=O)NC1=CC(=C(C=C1)Cl)C(F)(F)F